3-(dimethylamino)propyl-methacrylamide CN(CCCC=C(C(=O)N)C)C